COC1=CC=C(C=C1)C1C(C1)(C(=O)OCC)C(F)(F)F ethyl 2-(4-methoxyphenyl)-1-(trifluoromethyl)cyclopropane-1-carboxylate